ClC=1C(=C(C=CC1)N1CCNCCC1)[N+](=O)[O-] 1-(3-chloro-2-nitrophenyl)-1,4-diazepane